N1N=CC=C1C1CN(CC1)C=O [3-(1H-pyrazol-5-yl)pyrrolidin-1-yl]methanone